tert-butyl (17-((3-chloro-5-nitrophenyl)amino)-3,6,9,12,15-pentaoxaheptadecyl)carbamate ClC=1C=C(C=C(C1)[N+](=O)[O-])NCCOCCOCCOCCOCCOCCNC(OC(C)(C)C)=O